[1-(2,6-Dioxopiperidin-3-yl)-3-methyl-2-oxo-1,3-benzodiazol-4-yl]piperazine-1-carboxylic acid tert-butyl ester C(C)(C)(C)OC(=O)N1C(CNCC1)C1=CC=CC=2N(C(N(C21)C)=O)C2C(NC(CC2)=O)=O